4-bromo-2,6,6-trimethyl-6H,7H,8H,9H,11H-pyrido[2,1-b]quinazolin-11-one BrC=1C=C(C=C2C(N3C(=NC12)C(CCC3)(C)C)=O)C